N[C@H](C1CCN(CC1)C(=O)C1OCC(NC1)=O)C1=C(C=C(C(=C1)Cl)Cl)O 6-[4-[(R)-amino(4,5-dichloro-2-hydroxyphenyl)methyl]piperidine-1-carbonyl]morpholin-3-one